C(CC)OS(=S(=O)([O-])[O-])CCCO.[Na+].CC1=C(C2=C(C=N1)NC(N2CC2=CC=C(C=N2)S(=O)(=O)N)=O)C2=CC=CC=C2.[Na+] 6-((6-methyl-2-oxo-7-phenyl-2,3-dihydro-1H-imidazo[4,5-c]pyridin-1-yl)methyl)pyridine-3-sulfonamide Sodium Propoxyhydroxypropyl-Thiosulfate